(E)-N-(2-bromoallyl)-N-(3-(4-fluorophenyl)allyl)-4-methylbenzenesulfonamide BrC(CN(S(=O)(=O)C1=CC=C(C=C1)C)C\C=C\C1=CC=C(C=C1)F)=C